ethyl (E)-3-(2-(4-oxo-5-((2-(trimethylsilyl)ethoxy)methyl)-4,5-dihydro-1H-pyrazolo[3,4-d]pyridazin-1-yl)ethoxy)acrylate O=C1C2=C(C=NN1COCC[Si](C)(C)C)N(N=C2)CCO/C=C/C(=O)OCC